C(C)(C)(C)C=1SC(=C(N1)C=1C(=C(C=CC1)C(CC)S(=O)(=O)N)F)C1=NC(=NC=C1)NC1CCC(CC1)C=O (3-(2-(tert-butyl)-5-(2-(((1r,4r)-4-formylcyclohexyl)amino)pyrimidin-4-yl)thiazol-4-yl)-2-fluorophenyl)propane-1-sulfonamide